N1-(2-mercaptoethyl)propane-1,3-diaminium (5Z,8Z,11Z,14Z,17Z)-icosa-5,8,11,14,17-pentaenoate C(CCC\C=C/C\C=C/C\C=C/C\C=C/C\C=C/CC)(=O)[O-].SCC[NH2+]CCC[NH3+].C(CCC\C=C/C\C=C/C\C=C/C\C=C/C\C=C/CC)(=O)[O-]